ClC1=C(C=NC(=C1)C1CC1)OCC=1OC(=CN1)CC1CCN(CC1)CC1=NC2=C(N1C[C@H]1OCC1)C=C(C=C2)C(=O)O (S)-2-((4-((2-(((4-Chloro-6-cyclopropylpyridin-3-yl)oxy)methyl)oxazol-5-yl)methyl)piperidin-1-yl)methyl)-1-(oxetan-2-ylmethyl)-1H-benzo[d]imidazole-6-carboxylic acid